tert-butyl (2S)-4-[6-chloro-2-[(1R)-2,2-dimethoxy-1-methyl-ethoxy]-8-fluoro-7-(3-hydroxy-1-naphthyl)quinazolin-4-yl]-2-(cyanomethyl)piperazine-1-carboxylate ClC=1C=C2C(=NC(=NC2=C(C1C1=CC(=CC2=CC=CC=C12)O)F)O[C@@H](C(OC)OC)C)N1C[C@@H](N(CC1)C(=O)OC(C)(C)C)CC#N